C(C)(=O)OC[C@H](OC(C)=O)[C@@H]1[C@H]([C@@H]2[C@@H](OC(O2)(C)C)O1)OC(C)=O [(2S)-2-[(3aR,5R,6R,6aR)-6-acetoxy-2,2-dimethyl-3a,5,6,6a-tetrahydrofuro[2,3-d][1,3]dioxol-5-yl]-2-acetoxy-ethyl] acetate